benzyl N-[(1S)-2-[[(1S)-1-(cyclopropylmethyl)-2-[[(1S)-1-formyl-2-[(3S)-2-oxopyrrolidin-3-yl]ethyl]amino]-2-oxo-ethyl]amino]-1-(1-naphthylmethyl)-2-oxo-ethyl]carbamate C1(CC1)C[C@@H](C(=O)N[C@@H](C[C@H]1C(NCC1)=O)C=O)NC([C@H](CC1=CC=CC2=CC=CC=C12)NC(OCC1=CC=CC=C1)=O)=O